C(C)(C)(C)OC(=O)NCC(=O)NCCNC(OCC1=CC=CC=C1)=O Benzyl (2-(2-((tert-butoxycarbonyl)amino)acetamido)ethyl)carbamate